C(#N)C1=CC(=C(COC2=CC=CC(=N2)C23CCN(CC3C2)CC2=NC3=C(N2C[C@H]2OCC2)C=C(C=C3C3CC3)C(=O)O)C=C1)OC 2-((6-(6-((4-cyano-2-methoxybenzyl)oxy)pyridin-2-yl)-3-azabicyclo[4.1.0]heptan-3-yl)methyl)-4-cyclopropyl-1-(((S)-oxetan-2-yl)methyl)-1H-benzo[d]imidazole-6-carboxylic acid